[C@H]1([C@@H](O)[C@@H](O)[C@H](O)[C@H](O1)CO)OCCN(C(CN(CC(NCCCCCC(NCCO[C@H]1[C@@H](O)[C@H](O)[C@H](O)[C@@H](O1)C)=O)=O)CC(NCCCCC)=O)=O)CCO[C@@H]1[C@@H](O)[C@@H](O)[C@H](O)[C@H](O1)CO 13-[2-(bis{2-[(α-D-mannopyranosyl)oxy]ethyl}amino)-2-oxoethyl]-1-[(α-L-fucopyranosyl)oxy]-4,11,15-trioxo-3,10,13,16-tetraazahenicosan